CC1(OC2=C(C(N1)=O)C=CC=C2)CCC 2-methyl-2-propyl-2,3-dihydro-4H-benzo[e][1,3]oxazine-4-one